CC1=C(CCC1)C(C)=O 1-(2-methyl-1-cyclopenten-1-yl)-Ethanone